(4-hydroxy-3,5-di-t-butylphenyl) propanoate C(CC)(=O)OC1=CC(=C(C(=C1)C(C)(C)C)O)C(C)(C)C